C(C)(C)(C)C1=C(C)C(=CC(=C1)O)C(C)(C)C 2,6-di-t-butyl-4-hydroxytoluene